C(C)(CC)C1C(NC2=C(CN1C(=O)NCC1=CN=CN1C)C=CC=C2)=O 3-(sec-butyl)-N-((1-methyl-1H-imidazol-5-yl)methyl)-2-oxo-1,2,3,5-tetrahydro-4H-benzo[1,4]diazepine-4-carboxamide